2-(6-azidohexyl)alanine N(=[N+]=[N-])CCCCCC[C@](N)(C)C(=O)O